N1(CCOCC1)C1=CC=C(C=C1)C1(NC=NC(=N1)NCC=1C=NC=CC1)N 2-(4-morpholinylphenyl)-N4-pyridin-3-ylmethyl-1,3,5-triazine-2,4-diamine